ClC1=C(C=C(C(=C1)C(F)(F)F)Cl)NC(CN1C=2N(C(C(=C1CC)N1CCNCC1)=O)N=C(N2)C=2CCOCC2)=O N-(2,5-dichloro-4-(trifluoromethyl)phenyl)-2-(2-(3,6-dihydro-2H-pyran-4-yl)-5-ethyl-7-oxo-6-(piperazine-1-yl)-[1,2,4]triazolo[1,5-a]pyrimidin-4(7H)-yl)acetamide